4-(3-(5-fluoro-2-methylphenyl)-7,8-dihydro-1,6-naphthyridin-6(5H)-yl)-6-methylquinazoline FC=1C=CC(=C(C1)C=1C=NC=2CCN(CC2C1)C1=NC=NC2=CC=C(C=C12)C)C